N-[4-[[2-anilino-6-(trifluoromethyl)pyrimidin-4-yl]amino]cyclohexyl]-4-fluoro-benzamide N(C1=CC=CC=C1)C1=NC(=CC(=N1)NC1CCC(CC1)NC(C1=CC=C(C=C1)F)=O)C(F)(F)F